2-((5-fluoro-2-(2-(methoxymethyl)-7-methylquinoxalin-5-yl)-4-methylbenzo[d]thiazol-6-yl)oxy)ethanol FC=1C(=CC2=C(N=C(S2)C2=C3N=CC(=NC3=CC(=C2)C)COC)C1C)OCCO